NC1=NC=CC=C1C1=NC=2C(=NC(=CC2)C2=CC=CC=C2)N1C1=CC=C(C=C1)C1CN(C1)C[C@H]1C[C@H](CC1)C(=O)OC cis-methyl (1S,3R)-3-[[3-[4-[2-(2-amino-3-pyridyl)-5-phenyl-imidazo[4,5-b]pyridin-3-yl]phenyl]azetidin-1-yl]methyl]cyclopentanecarboxylate